(5-cyclopropyl-3-ethylsulfanyl-2-pyridyl)-6-(trifluoromethyl)oxazolo[5,4-b]pyridine C1(CC1)C=1C=C(C(=NC1)C=1OC2=NC=C(C=C2N1)C(F)(F)F)SCC